(2s,6r)-2-(2-methoxy-4-pyridinyl)-6-methyl-4-(p-toluenesulfonyl)morpholine COC1=NC=CC(=C1)[C@H]1CN(C[C@H](O1)C)S(=O)(=O)C1=CC=C(C)C=C1